C(C1=CC=CC=C1)OC1CC(C1)C(C(=O)O)(C)C 2-(3-benzyloxycyclobutyl)-2-methyl-propionic acid